IN1OC(=C(C1C)I)C iodo-3,5-dimethyl-4-iodo-isoxazole